1-nitro-4-(phenylsulfinyl)benzene [N+](=O)([O-])C1=CC=C(C=C1)S(=O)C1=CC=CC=C1